N,N-diethyl-2-[(6-vinyl-3-pyridinyl)oxy]ethylamine C(C)N(CC)CCOC=1C=NC(=CC1)C=C